FC1(CN(CC1)C1=NC=CC=2C3=CC=CC=C3C[C@H](C3=NN(C=C3C(NC12)=O)C(C)C)C)F (15R)-6-(3,3-difluoro-pyrrolidin-1-yl)-12-iso-propyl-15-methyl-5,8,12,13-tetrazatetracyclo[15.4.0.02,7.010,14]henicosa-1(21),2(7),3,5,10,13,17,19-octaen-9-one